4-((2-((2-(dimethylamino)ethoxy)carbonyl)-4-oxo-4,5,6,7-tetrahydro-1H-indol-1-yl)methyl)benzoic acid CN(CCOC(=O)C=1N(C=2CCCC(C2C1)=O)CC1=CC=C(C(=O)O)C=C1)C